F[C@@H]1CNCC[C@@H]1NC1=C2C=C(N(C2=CC=C1)CC(F)(F)F)C1=NOC(=N1)CNC(=O)C=1SC(=CC1)C(C)(C)OC N-{[3-(4-{[(3R,4S)-3-fluoropiperidin-4-yl]amino}-1-(2,2,2-trifluoroethyl)-1H-indol-2-yl)-1,2,4-oxadiazol-5-yl]methyl}-5-(2-methoxypropan-2-yl)thiophene-2-carboxamide